(4-aminobutyl)cinnamamide NCCCCC(C(=O)N)=CC1=CC=CC=C1